4-methylcyclohexyl-cyclohexyl-dimethoxysilane CC1CCC(CC1)[Si](OC)(OC)C1CCCCC1